3-(methacryloyloxy)propyl-methyldimethoxysilane C(C(=C)C)(=O)OCCC[Si](OC)(OC)C